C(C1=CC=CC=C1)C(C(=O)C1=CC=C(C=C1)N1CCOCC1)(CC)N(C)C 2-benzyl-2-(dimethylamino)-1-[4-(morpholinyl)phenyl]-1-butanone